methyl 4-{N-[(2-chloroquinolin-7-yl)methyl]pyridine-3-amido}-1-methyl-1H-pyrazole-3-carboxylate ClC1=NC2=CC(=CC=C2C=C1)CN(C(=O)C=1C=NC=CC1)C=1C(=NN(C1)C)C(=O)OC